C(C)OC(=O)C=1C=NC=2N(C1)C=CN2 imidazo[1,2-a]Pyrimidine-6-carboxylic acid ethyl ester